ClC(=CC#N)C1=CC(=CC=C1)[N+](=O)[O-] 3-chloro-3-(3-nitrophenyl)acrylonitrile